FC1=C(C=CC=C1)C1=CC=C2C=C(C(NC2=C1)=O)C(=O)O 7-(2-fluorophenyl)-2-oxo-1,2-dihydroquinoline-3-carboxylic acid